CC1=C(C=C(C(=O)N)C=C1)C#CC1=NC(=CN=C1)C1=CC=CC=C1 4-methyl-3-[(6-phenylpyrazin-2-yl)ethynyl]Benzamide